FC1=C(N(C)CCCC(=O)O)C(=CC(=C1)C1=NC(=CC=C1)N1CCCC1)F 4-[2,6-difluoro-N-methyl-4-(6-pyrrolidin-1-yl-2-pyridinyl)anilino]butyric acid